1-((2SR,4aRS,8RS,8aRS)-4a,8-dimethyldecalin-2-yl)ethan-1-one C[C@]12CC[C@@H](C[C@@H]2[C@@H](CCC1)C)C(C)=O |r|